3-(2-(2-(2-((2-Ethoxy-3,4-dioxocyclobut-1-en-1-yl)amino)ethoxy)ethoxy)ethoxy)propanoic acid C(C)OC1=C(C(C1=O)=O)NCCOCCOCCOCCC(=O)O